BrC=1C=C(C2=C(C=C(O2)CNC(=O)C=2C=NN3C2N=CC=C3)C1)C(=O)O 5-Bromo-2-((pyrazolo[1,5-a]pyrimidine-3-carboxamido)methyl)benzofuran-7-carboxylic acid